C(C)(C)C1=C(NC2=CC=C(C=C12)C1CCC(CC1)NC(CNC1COC1)=O)C=1C=C(C=2N(C1)N=CN2)OC N-(4-(3-Isopropyl-2-(8-methoxy-[1,2,4]triazolo[1,5-a]pyridin-6-yl)-1H-indol-5-yl)cyclohexyl)-2-(oxetan-3-ylamino)acetamid